C1N(CC12CCNCC2)C2=NC1=CC=CC=C1C=N2 (2,7-diazaspiro[3.5]non-2-yl)quinazoline